N-acetyl-S-((4-ethylbenzyl)thio)-L-cysteine C(C)(=O)N[C@@H](CSSCC1=CC=C(C=C1)CC)C(=O)O